C(C(=C)C)(=O)OCC(CC(C)C)C 2,4-dimethyl-1-pentyl methacrylate